4-[3-(1H-Tetrazol-5-yl)phenyl]-1H-benzo[h]quinazolin-2-one sodium salt [Na].N1N=NN=C1C=1C=C(C=CC1)C1=NC(NC2=C3C(=CC=C12)C=CC=C3)=O